[C@H]12N([C@H]([C@H](CC1)C2)C(=O)OCC)C(=O)OC(C)(C)C 2-(tert-butyl) 3-ethyl (1S,3R,4R)-2-azabicyclo[2.2.1]heptane-2,3-dicarboxylate